BrC=1C(=NC(=CC1CO[Si](C)(C)C(C)(C)C)C1=CC(=CC(=C1)Cl)Cl)O 3-bromo-4-(((tert-butyldimethylsilyl)oxy)methyl)-6-(3,5-dichlorophenyl)pyridin-2-ol